1-benzyl-5-(thiophen-3-yl)pyrazin-2(1H)-one C(C1=CC=CC=C1)N1C(C=NC(=C1)C1=CSC=C1)=O